FC(C)(F)C1=C(C(N(C=N1)CC1=CC=C(C=C1)OC)=O)F 6-(1,1-difluoroethyl)-5-fluoro-3-(4-methoxy-benzyl)pyrimidin-4(3H)-one